BrC1=C(C=C2C(=NC(=NC2=C1)Cl)Cl)OC1CC1 7-bromo-2,4-dichloro-6-cyclopropyloxyquinazoline